ClC=1C=C(C=CC1)C=1N=C2N(C=CN=C2)C1NC=1C=C(C(=O)O)C=CC1 3-[[2-(3-chlorophenyl)imidazo[1,2-a]pyrazin-3-yl]amino]benzoic acid